BrCC=1C=C(C(=O)OC)C=C(N1)CBr Methyl 2,6-bis(bromomethyl)isonicotinate